tert-Butyl 3-amino-2-(3,5-dimethylphenyl)-6,7-dihydro-4H-pyrazolo[4,3-c]pyridine-5-carboxylate NC=1N(N=C2C1CN(CC2)C(=O)OC(C)(C)C)C2=CC(=CC(=C2)C)C